C1(=CC=CC=C1)C1=C(N[Pd+])C=CC=C1 (2-phenylanilino)palladium (1+)